[Al+3].C(CCCCCCCCCCCCCCCCC)(=O)[O-].C(CCCCCCCCCCCCCCCCC)(=O)[O-].C(CCCCCCCCCCCCCCCCC)(=O)[O-] tri(stearate) aluminum